N[C@H](C(=O)OCCOC(=O)[C@H]1[C@@H]2[C@H](CN1)NCC2)C (3aS,4R,6aR)-4-((2-((S)-2-aminopropanoyloxy)ethoxy)carbonyl)octahydropyrrolo[2,3-c]pyrrole